Z-7-(3-(1,1-difluoroethyl)bicyclo[1.1.1]pentan-1-yl)-5,5-dimethyl-7-oxohept-2-enenitrile FC(C)(F)C12CC(C1)(C2)C(CC(C\C=C/C#N)(C)C)=O